C(C)(C)(C)OC(C[C@@H](C(=O)O)NC(CC[C@H](C(=O)OC(C)(C)C)N1CCN(CCN(CCN(CC1)CC(OC(C)(C)C)=O)CC(OC(C)(C)C)=O)CC(=O)OC(C)(C)C)=O)=O (S)-4-(tert-Butoxy)-2-((R)-5-(tert-butoxy)-5-oxo-4-(4,7,10-tris(2-(tert-butoxy)-2-oxoethyl)-1,4,7,10-tetraazacyclododecan-1-yl)pentanamido)-4-oxobutanoic acid